NC1=NC=2C=C(C=CC2C=2C1=NN(C2)CCCN2C(C=CC=C2)=O)C2=NNC=C2 1-{3-[4-amino-7-(1H-pyrazol-3-yl)-2H-pyrazolo[3,4-c]quinolin-2-yl]propyl}-1,2-dihydropyridin-2-one